4-((8-(benzofuran-5-yl)-2,3-dihydro-4H-pyrido[4,3-b][1,4]thiazin-4-yl)sulfonyl)benzeneNitrile O1C=CC2=C1C=CC(=C2)C2=CN=CC1=C2SCCN1S(=O)(=O)C1=CC=C(C=C1)C#N